1-(3-(2,4-Difluoro-3-hydroxy-5-(trifluoromethyl)phenyl)-1-methyl-1H-pyrazolo[3,4-d]pyrimidin-6-yl)-4-(hydroxymethyl)piperidin-4-ol FC1=C(C=C(C(=C1O)F)C(F)(F)F)C1=NN(C2=NC(=NC=C21)N2CCC(CC2)(O)CO)C